C(=O)O.CN(CCC1=CNC2=CC=CC(=C12)OC([C@@H](NC(=O)OC(C)(C)C)CC1=CC=CC=C1)=O)C (tert-Butoxycarbonyl)-L-phenylalanine 3-(2-(dimethylamino) ethyl)-1H-indol-4-yl ester formate salt